3-Bromo-2-methoxy-pyridine BrC=1C(=NC=CC1)OC